ClC=1C=C(C=CC1)[C@@H]1[C@H](C1)C(=O)NC1=NC(=CC(=C1)NCC=1N=C2N(C=C(C=C2)C2CC2)C1)CCN1CCOCC1 (1S,2S)-2-(3-chlorophenyl)-N-(4-(((6-cyclopropylimidazo[1,2-a]pyridin-2-yl)methyl)amino)-6-(2-morpholinoethyl)pyridin-2-yl)cyclopropane-1-carboxamide